(R)-(3-Methyl-1-(2-(5-phenyl-3-(4-(((3-(trifluoromethyl)phenyl)sulfonyl)oxy)benzeneyl)-1H-pyrazol-1-yl)acetamido)butyl)boronic acid CC(C[C@H](NC(CN1N=C(C=C1C1=CC=CC=C1)C1=CC=C(C=C1)OS(=O)(=O)C1=CC(=CC=C1)C(F)(F)F)=O)B(O)O)C